CN(CCN(C1=CC(=C(C=C1[N+](=O)[O-])NC1=NC=CC(=N1)C=1C=NN2C1C=CC=C2)OC)C)C N'-(2-dimethylaminoethyl)-2-methoxy-N'-methyl-5-nitro-N-(4-pyrazolo[1,5-a]pyridin-3-ylpyrimidin-2-yl)benzene-1,4-diamine